N-(2-(2,6-dioxopiperidin-3-yl)-1-oxoisoindolin-5-yl)-1-methyl-1H-benzo[d]imidazole-5-carboxamide O=C1NC(CCC1N1C(C2=CC=C(C=C2C1)NC(=O)C1=CC2=C(N(C=N2)C)C=C1)=O)=O